COC1=CC=C(C=C1)C(CC1=CC(=C(C(=C1)OC)OC)OC)=O 1-(4-methoxyphenyl)-2-(3,4,5-trimethoxyphenyl)ethan-1-one